[Cl-].CO[Si](OC)(OC)CCCN1C=[N+](C=C1)CCC[Si](OC)(OC)OC 1,3-Bis(trimethoxysilylpropyl)imidazolium chloride